[Co+2].BrC1=CC=C(C=C1)C=1C2=CC=C(N2)C(=C2C=CC(C(=C3C=CC(=C(C=4C=CC1N4)C4=CC=C(C=C4)Br)N3)C3=CC=C(C=C3)Br)=N2)C2=CC=C(C=C2)Br 5,10,15,20-tetra(4-bromophenyl)porphyrin cobalt (II)